sodium dihydrogen phosphat monohydrat O.P(=O)(O)(O)[O-].[Na+]